4-[5-chloro-6-oxo-2-(4-pyridinyl)-1H-pyrimidin-4-yl]morpholine-2-carboxamide ClC1=C(N=C(NC1=O)C1=CC=NC=C1)N1CC(OCC1)C(=O)N